5-methyl-7-[3-(methylamino)azetidin-1-yl]-4-oxo-1-(1,3-thiazol-2-yl)-1,4-dihydro-1,8-naphthyridine-3-carboxylic acid ethyl ester C(C)OC(=O)C1=CN(C2=NC(=CC(=C2C1=O)C)N1CC(C1)NC)C=1SC=CN1